FC=1C(=CC=C2C(=NC(=NC12)OC[C@H]1N(CCC1)C)N1C[C@H]2CC[C@@H](C1)N2C2=NC=CN=C2)C2=CC(=CC1=CC=CC=C21)O 4-(8-fluoro-2-(((S)-1-methylpyrrolidin-2-yl)methoxy)-4-((1R,5S)-8-(pyrazin-2-yl)-3,8-diazabicyclo[3.2.1]octan-3-yl)quinazolin-7-yl)naphthalen-2-ol